C12(CC3CC(CC(C1)C3)C2)P(C2=C(C(=CC=C2OC)OC)C2=C(C=C(C=C2C(C)C)C(C)C)C(C)C)C23CC1CC(CC(C2)C1)C3 2-(Di-1-adamantylphosphino)-2',4',6'-triisopropyl-3,6-dimethoxybiphenyl